C(C=C)(=O)N1C[C@H](N([C@@H](C1)C)S(=O)(=O)C)C1=CC(=NC(=C1)Cl)C=1C=C(C(=O)NC)C=CC1 3-(4-((2R,6R)-4-acryloyl-6-methyl-1-(methylsulfonyl)piperazin-2-yl)-6-chloropyridin-2-yl)-N-methyl-benzamide